3-(1-cyanocyclopropyl)-5-(difluoromethoxy)-N-[1-[3-(1-methyl-6-oxo-pyridazin-3-yl)pyrazin-2-yl]ethyl]benzamide C(#N)C1(CC1)C=1C=C(C(=O)NC(C)C2=NC=CN=C2C2=NN(C(C=C2)=O)C)C=C(C1)OC(F)F